16,16-dimethoxy-5,7-hexadecadiene COC(CCCCCCCC=CC=CCCCC)OC